[OH-].[NH4+].[NH4+].OC(C(=O)[O-])C.OC(C(=O)[O-])C.[Ti+4] titanium (IV) bis(2-hydroxypropionate) diammonium hydroxide